FC1=C(C=CC=C1NS(NCCOC)(=O)=O)CC=1C(OC2=CC(=CC=C2C1COC)OC1=NC=CC=C1F)=O 3-[[2-fluoro-3-(2-methoxyethylsulfamoylamino)phenyl]methyl]-7-[(3-fluoro-2-pyridinyl)oxy]-4-(methoxymethyl)chromen-2-one